(1S,3S)-3-((5-(3-(hydroxymethyl)thiophen-2-yl)-3-methylpyrazin-2-yl)oxy)cyclohexane-1-carboxylic acid methyl ester COC(=O)[C@@H]1C[C@H](CCC1)OC1=NC=C(N=C1C)C=1SC=CC1CO